(1S,3S)-3-((6-(5-((((Cyclopropylmethyl)(methyl)carbamoyl)oxy)methyl)-1-methyl-1H-pyrazol-4-yl)pyridin-3-yl)oxy)cyclohexan C1(CC1)CN(C(=O)OCC1=C(C=NN1C)C1=CC=C(C=N1)OC1CCCCC1)C